N-(2-(4,4-difluorocyclohexyl)-4-(2,5-difluorophenyl)pyridin-3-yl)-2-(2-methoxypropan-2-yl)pyrimidine-5-carboxamide FC1(CCC(CC1)C1=NC=CC(=C1NC(=O)C=1C=NC(=NC1)C(C)(C)OC)C1=C(C=CC(=C1)F)F)F